methyl (3S)-3-{[(2S,4R)-1-[(2R)-2-amino-3,3-dimethylbutanoyl]-4-hydroxypyrrolidin-2-yl]formamido}-3-[4-(4-methyl-1,3-thiazol-5-yl)phenyl]propanoate hydrochloride Cl.N[C@@H](C(=O)N1[C@@H](C[C@H](C1)O)C(=O)N[C@@H](CC(=O)OC)C1=CC=C(C=C1)C1=C(N=CS1)C)C(C)(C)C